ClC1=C(C=CC=C1C1=C(C(=CC=C1)B1OC(C(O1)(C)C)(C)C)Cl)C1=CC=C(C=C1)C=O 2',2''-dichloro-3''-(4,4,5,5-tetramethyl-1,3,2-dioxaborolan-2-yl)-[1,1':3',1''-terphenyl]-4-carbaldehyde